(R)-N-((4-(1,2-dihydroxyethyl)-1-(4-(pentafluoro-λ6-sulfanyl)phenyl)-1H-indazol-3-yl)methyl)acrylamide O[C@@H](CO)C1=C2C(=NN(C2=CC=C1)C1=CC=C(C=C1)S(F)(F)(F)(F)F)CNC(C=C)=O